C[C@H]1[C@@H](C[C@H]([C@@H](O1)OCCCCCCCCCCCCC/C=C/C(=O)SCCNC(=O)CCNC(=O)[C@@H](C(C)(C)COP(=O)(O)OP(=O)(O)OC[C@@H]2[C@H]([C@H]([C@@H](O2)N3C=NC4=C(N=CN=C43)N)O)OP(=O)(O)O)O)O)O The molecule is an acyl-CoA that results from the formal condensation of the thiol group of coenzyme A with the carboxy group of oscr#27. It derives from an oscr#27. It is a conjugate acid of an oscr#27-CoA(4-).